N-(1-((2,2-dimethyl-1,3-dioxolan-4-yl)methyl)-1H-1,2,4-triazol-3-yl)-6-methyl-4-(trifluoromethyl)pyridin-2-amine CC1(OCC(O1)CN1N=C(N=C1)NC1=NC(=CC(=C1)C(F)(F)F)C)C